9-(2-hydroxyethyl)phosphabicyclo[3.3.1]nonane OCCC1P2CCCC1CCC2